FC1=C(COC2=CC=C3CCN(CC3=C2)C(C=C)=O)C=CC=C1 1-(7-((2-fluorobenzyl)oxy)-3,4-dihydroisoquinolin-2(1H)-yl)prop-2-en-1-one